C(C)(=O)O[C@H]([C@@H](CNC(CC1=CC=C(C=C1)Cl)=O)OC(C)=O)[C@@H]1O[C@](C[C@@H]([C@H]1NC(C)=O)OC(C)=O)(SC1=CC=C(C=C1)C)C(=O)OC (1R,2R)-1-((2R,3R,4S,6R)-3-acetamido-4-acetoxy-6-(methoxycarbonyl)-6-(p-tolylthio)tetrahydro-2H-pyran-2-yl)-3-(2-(4-chlorophenyl)acetamido)propane-1,2-diyl diacetate